2-(3,5-dimethylphenyl)-4-phenyl-6-(4',5',6'-triphenyl-[1,1':2',1'':3'',1'''-quaterphenyl]-4'''-yl)-1,3,5-triazine CC=1C=C(C=C(C1)C)C1=NC(=NC(=N1)C1=CC=CC=C1)C1=CC=C(C=C1)C=1C=C(C=CC1)C=1C(=C(C(=C(C1)C1=CC=CC=C1)C1=CC=CC=C1)C1=CC=CC=C1)C1=CC=CC=C1